OCCOC1C[C@H]2CC[C@@H](C1)N2C(=O)OC(C)(C)C tert-Butyl (1R,3r,5S)-3-(2-hydroxyethoxy)-8-azabicyclo[3.2.1]octane-8-carboxylate